C1(CC1)C=1C=NC(=NC1)N1C[C@@H]2C([C@@H]2C1)NC(CCOC[C@H](C)NC=1C=NNC(C1C(F)(F)F)=O)=O N-((1R,5S)-3-(5-cyclopropylpyrimidin-2-yl)-3-azabicyclo[3.1.0]hex-6-yl)-3-((S)-2-((6-oxo-5-(trifluoromethyl)-1,6-dihydropyridazin-4-yl)amino)propoxy)propionamide